BrC=1C=C(C(=C(C=NC=2C=C(C(=O)O)C=CC2)C1)OC(C(C)C)=O)OC(C1=CN=CC=C1)=O 3-(5-bromo-2-(isobutyryloxy)-3-(nicotinoyloxy)benzylidene-amino)benzoic acid